ClC=1C(=C(C=CC1)[C@H]([C@@H](CN1CCCC1)NC(CC1CC2=CC=CC=C2C1)=O)O)F N-((1R,2R)-1-(3-chloro-2-fluorophenyl)-1-hydroxy-3-(pyrrolidin-1-yl)propan-2-yl)-2-(2,3-dihydro-1H-inden-2-yl)acetamide